4-ethynyl-cyclohexane-1-one C(#C)C1CCC(CC1)=O